ethyl 4,5,6,7-tetrahydro-6-azabenzothiazole-2-carboxylate hydrochloride Cl.S1C(=NC2=C1CNCC2)C(=O)OCC